Cl.N[C@H]1CN(CCC1)S(=O)(=O)N1CCC(CC1)CN1CCC2(CN(C2)C2=NC=NC=C2OC2=C(C(=O)N(C(C)C)C(C)C)C=C(C=C2)F)CC1 (R)-2-((4-(7-((1-((3-aminopiperidin-1-yl)sulfonyl)piperidin-4-yl)methyl)-2,7-Diazaspiro[3.5]nonan-2-yl)pyrimidin-5-yl)oxy)-5-fluoro-N,N-diisopropylbenzamide hydrochloride